copper-gold-copper [Cu].[Au].[Cu]